COC(=O)[C@H]1N(CC2=CC=C(C(=C2C1)OCC1=CC=C(C=C1)C(F)(F)F)OC)C=1OC2=C(N1)C=CC(=C2)F (S)-2-(6-fluorobenzo[d]oxazol-2-yl)-6-methoxy-5-((4-(trifluoromethyl)benzyl)oxy)-1,2,3,4-tetrahydroisoquinoline-3-carboxylic acid methyl ester